propylene glycol diacrylate C(C=C)(=O)OCC(C)OC(C=C)=O